3-(allylamino)-4-((4-(5-(trifluoromethyl)-1,2,4-oxadiazol-3-yl)benzyl)amino)cyclobut-3-ene-1,2-dione C(C=C)NC=1C(C(C1NCC1=CC=C(C=C1)C1=NOC(=N1)C(F)(F)F)=O)=O